FC(C(C(F)(F)F)(O)C1=CC=C(C=C1)NC(C1=CC(=CC=C1)C#CC1=NC=CC=C1)=O)(F)F N-(4-(1,1,1,3,3,3-HEXAFLUORO-2-HYDROXYPROPAN-2-YL)PHENYL)-3-(PYRIDIN-2-YLETHYNYL)BENZAMIDE